2-(2,5-dimethylthiophen-3-yl)ethanol CC=1SC(=CC1CCO)C